3-piperidinyl-2-propanol N1(CCCCC1)CC(C)O